N2-(2-(dimethylamino)ethyl)-N2-methyl-N5-(4-(5'-methylspiro[cyclopentane-1,3'-pyrrolo[3,2-b]pyridin]-1'(2'H)-yl)pyrimidin-2-yl)-6-(2,2,2-trifluoroethoxy)pyridin-2,3,5-triamine CN(CCN(C1=NC(=C(C=C1N)NC1=NC=CC(=N1)N1CC2(C3=NC(=CC=C31)C)CCCC2)OCC(F)(F)F)C)C